COC1=CC=C2C=NN(C2=C1NS(=O)(=O)C=1C=NN(C1)C=1C=NN2C1CN(CC2)C)C N-(6-methoxy-1-methylindazol-7-yl)-1-{5-methyl-4H,6H,7H-pyrazolo[1,5-a]pyrazin-3-yl}pyrazole-4-sulfonamide